ClC=1C=C(C=C(C1)Cl)C(CN(C)C)N1C(C=C(C=C1)C1=CN(C2=NC=C(C=C21)N2CCOCC2)S(=O)(=O)CC2=CC=CC=C2)=O 1-(1-(3,5-dichlorophenyl)-2-(dimethylamino)ethyl)-4-(5-morpholino-1-toluenesulfonyl-1H-pyrrolo[2,3-b]pyridin-3-yl)pyridin-2(1H)-one